methyl 2-(4-chlorocarbonylphenyl)acetate ClC(=O)C1=CC=C(C=C1)CC(=O)OC